[4-[5-(2,8-dimethylimidazo[1,2-a]pyridin-6-yl)-6-ethyl-2-pyridinyl]piperazin-1-yl]-morpholin-2-yl-methanone CC=1N=C2N(C=C(C=C2C)C=2C=CC(=NC2CC)N2CCN(CC2)C(=O)C2CNCCO2)C1